C1(=C(C=CC=C1)C1=NC=NC=N1)C1=CC=CC=C1 6-biphenylyl-1,3,5-triazine